(6-(4-(2-(pyrimidin-2-ylmethoxy)phenyl)piperidin-1-yl)-2-azaspiro[3.4]octan-2-yl)methanone N1=C(N=CC=C1)COC1=C(C=CC=C1)C1CCN(CC1)C1CC2(CN(C2)C=O)CC1